(S)-1'-(9-(3,6-dihydro-2H-pyran-4-yl)-7H-imidazo[1,2-c]pyrazolo[4,3-e]pyrimidin-5-yl)-5,7-dihydrospiro[cyclopenta[b]pyridine-6,4'-piperidine]-5-amine O1CCC(=CC1)C1=NNC2=C1C=1N(C(=N2)N2CCC3(CC2)[C@@H](C=2C(=NC=CC2)C3)N)C=CN1